di-iodine hydroxyl-styrene OC=CC1=CC=CC=C1.[I].[I]